N-benzyl-7-(4-bromo-3-chloro-benzoyl)-2-[4-(methylcarbamoyl)phenyl]-3-oxo-6,8-dihydro-5H-imidazo[1,5-a]pyrazine-1-carboxamide C(C1=CC=CC=C1)NC(=O)C=1N(C(N2C1CN(CC2)C(C2=CC(=C(C=C2)Br)Cl)=O)=O)C2=CC=C(C=C2)C(NC)=O